tert-Butyl (S)-3-((4-(N,N-diethylsulfamoyl)phenyl)thio)piperidine-1-carboxylate C(C)N(S(=O)(=O)C1=CC=C(C=C1)S[C@@H]1CN(CCC1)C(=O)OC(C)(C)C)CC